ClC1=C(CC2OC(C3=CC(=CC(=C23)[N+](=O)[O-])F)=O)C=CC=C1 (Z)-3-(2-chlorobenzyl)-6-fluoro-4-nitroisobenzofuran-1(3H)-one